C[Si](C=C)(C=C)CC methylethyldivinylsilane